N1=C(C=CC=C1)C=1N=C(SC1)NC1=C(C(=O)N)C=CN=C1 ((4-(pyridin-2-yl)thiazol-2-yl)amino)isonicotinamide